(R)-2-(((S)-1-cyano-2-methyl-2-(methyl-d3)propyl-3,3,3-d3)amino)-2-phenylacetamide C(#N)[C@H](C(C([2H])([2H])[2H])(C([2H])([2H])[2H])C)N[C@@H](C(=O)N)C1=CC=CC=C1